7'-amino-2'-(2-hydroxy-3-(isoindolin-2-yl)propyl)-2',3'-dihydro-1'H-spiro[cyclopropane-1,4'-Isoquinolin]-1'-one NC1=CC=C2C3(CN(C(C2=C1)=O)CC(CN1CC2=CC=CC=C2C1)O)CC3